Cl.C(C)N=C=NCCCN(C)C 3-(ethyliminomethylideneamino)-N,N-dimethyl-1-propanamine hydrochloride